benzo[a]-carbazole-3-carboxamide C1=CC(=CC=2C1=C1NC3=CC=CC=C3C1=CC2)C(=O)N